C1(CC1)C(CN1N=NC(=C1)C(=O)NCC=1SC(=NN1)C1=CC=CC=C1)O 1-(2-cyclopropyl-2-hydroxyethyl)-N-((5-phenyl-1,3,4-thiadiazol-2-yl)methyl)-1H-1,2,3-triazole-4-carboxamide